(S)-N-(2-Cyclopropyl-4-methyl-5-oxo-5,6,7,8-tetrahydro-4H-pyrazolo[1,5-a][1,3]diazepin-6-yl)-1-(3,5-difluorobenzyl)-1H-1,2,4-triazol-3-carboxamid C1(CC1)C1=NN2C(N(C([C@H](CC2)NC(=O)C2=NN(C=N2)CC2=CC(=CC(=C2)F)F)=O)C)=C1